5-iodo-2'-deoxy cytidine-5'-triphosphate P(O)(=O)(OP(=O)(O)OP(=O)(O)O)OC[C@@H]1[C@H](C[C@@H](O1)N1C(=O)N=C(N)C(=C1)I)O